ClC1=C2C(=NN(C1=O)C1=CC3=CN(N=C3C=C1)C)C(=CN2C[C@@H]2C(C2)(F)F)I |r| (rac)-4-chloro-5-((2,2-difluorocyclopropyl)methyl)-7-iodo-2-(2-methyl-2H-indazol-5-yl)-2,5-dihydro-3H-pyrrolo[3,2-c]pyridazin-3-one